C(#N)C=1C=C2C(=C(C=NC2=CC1)[N+](=O)[O-])NC1C(CN(C1)C(=O)OC(C)(C)C)(F)F tert-butyl 4-[(6-cyano-3-nitroquinolin-4-yl) amino]-3,3-difluoropyrrolidine-1-carboxylate